ClC=1C=CC(=C(C1)[C@@H]1[C@H](C1)C(=O)NC1=NC=CC(=C1)NCC1=NN2C(C=CC(=C2)C2CC2)=N1)C#N |r| rac-(1S*,2S*)-2-(5-chloro-2-cyanophenyl)-N-(4-(((6-cyclopropyl-[1,2,4]triazolo[1,5-a]pyridin-2-yl)methyl)amino)pyridin-2-yl)cyclopropane-1-carboxamide